C(C)(C)(C)OC(=O)NC(CNC(=O)C1=CN=CC(=N1)C1=CC2=C(N1)C=C(S2)C(=O)OCC)(C)C ethyl 5-(6-((2-((tert-butoxycarbonyl) amino)-2-methylpropyl) carbamoyl) pyrazin-2-yl)-4H-thieno[3,2-b]pyrrole-2-carboxylate